N1=CC=CC=2OC=CC=CC(=NC21)C(=O)N pyrido[3,2-b][1,4]oxazonine-10-carboxamide